O-ethyl (1-(benzo[d][1,3]dioxol-5-yl)propan-2-yl)(methyl)carbamothioate O1COC2=C1C=CC(=C2)CC(C)N(C(OCC)=S)C